OC1=CC=C(C=C1)C(=C(CC)C1=CC=CC=C1)C1=CC=C(C=C1)N1CCC(CC1)C=O 1-(4-(1-(4-hydroxyphenyl)-2-phenylbut-1-en-1-yl)phenyl)piperidine-4-carbaldehyde